C(C)(C)(C)P(C(C)(C)C)C(C)(C)C tris-(t-butyl)phosphine